2-(((3-hydroxypyrrolidin-1-yl)acetyl)amino)-2-(4-methoxyphenyl)-N-(4-(trimethylsilyl)phenyl)acetamide OC1CN(CC1)CC(=O)NC(C(=O)NC1=CC=C(C=C1)[Si](C)(C)C)C1=CC=C(C=C1)OC